[Si](C)(C)(C(C)(C)C)N=[S@@](=O)(NC(NC1=C2CCCC2=CC=C1C(C)C1CC1)=O)C=1OC=C(C1)C(C)(C)O (S)-N'-(tert-butyldimethylsilyl)-N-((5-(1-cyclopropylethyl)-2,3-dihydro-1H-inden-4-yl)carbamoyl)-4-(2-hydroxypropan-2-yl)furan-2-sulfonimidamide